C(C1=CC=CC=C1)OC[C@@H](CSC(C1=CC=CC=C1)(C1=CC=CC=C1)C1=CC=CC=C1)O (2s)-1-benzyloxy-3-tritylsulfanyl-propan-2-ol